4-(2-chlorophenyl)-2-cyclopropyl-7-(dimethylamino)-[1,3]thiazolo[4,5-d]pyrimidin-5-one ClC1=C(C=CC=C1)N1C(N=C(C2=C1N=C(S2)C2CC2)N(C)C)=O